(1,2,5,6-tetrahydropyridin-4-yl)methylphosphinic acid N1CC=C(CC1)CP(O)=O